1,3,4,5-tetrahydropyrano[4,3-b]indole C1OCCC=2NC=3C=CC=CC3C21